Cl.NC1=CC(=C(C=C1N)C(OCC)=N)F ethyl 4,5-diamino-2-fluorobenzeneimidate hydrochloride